2,4-dihydroxy-1,1,3,3-tetramethylcyclobutane OC1C(C(C1(C)C)O)(C)C